C1=CC=C(C=2SC3=C(C21)C=CC=C3)C=3C=C(C=C(C3)C3=CC=CC=C3)C3=NC(=NC(=N3)C3=CC=2C(C1=CC=CC=C1C2C=C3)(C)C)C3=CC=CC=C3 2-(5-(dibenzothiophen-4-yl)-1,1'-biphenyl-3-yl)-4-(9,9-Dimethylfluoren-2-yl)-6-phenyl-1,3,5-triazine